NCC(C[Si](OCCCCCCCCCCCCCCCCCC)(OCCCCCCCCCCCCCCCCCC)OCCCCCCCCCCCCCCCCCC)C 3-amino-2-methyl-propyl(trioctadecanoxysilane)